Bicyclo[6.2.2]dodecane C12CCCCCCC(CC1)CC2